ethyl 5-(2-(tert-butylamino)-2-oxoacetyl)-1,2-dimethyl-1H-pyrrole-3-carboxylate C(C)(C)(C)NC(C(=O)C1=CC(=C(N1C)C)C(=O)OCC)=O